C=1(C(=CC=CC1)F)F phenylene fluoride